(S)-3-amino-6-(4-(2-(3,5-difluorophenyl)-2-hydroxyacetamido)-2-methylphenyl)-N-(2-(dimethylamino)ethyl)pyrazine-2-carboxamide NC=1C(=NC(=CN1)C1=C(C=C(C=C1)NC([C@@H](O)C1=CC(=CC(=C1)F)F)=O)C)C(=O)NCCN(C)C